NC(C(=O)[O-])CN.[K+] potassium 2,3-diaminopropionate